(1R,2S,5S)-N-(2-amino-2-oxo-1-phthalazin-1-yl-ethyl)-3-[(2S)-3-cyclopropyl-2-[[(3R)-tetrahydrofuran-3-carbonyl]amino]propanoyl]-6,6-dimethyl-3-azabicyclo[3.1.0]hexane-2-carboxamide NC(C(C1=NN=CC2=CC=CC=C12)NC(=O)[C@@H]1[C@H]2C([C@H]2CN1C([C@H](CC1CC1)NC(=O)[C@H]1COCC1)=O)(C)C)=O